benzyl N-[4-[6-[4-(4-fluoro-3-methoxy-phenyl)-1,2,4-triazol-3-yl]imidazo[1,2-a]pyridin-3-yl]phenyl]carbamate FC1=C(C=C(C=C1)N1C(=NN=C1)C=1C=CC=2N(C1)C(=CN2)C2=CC=C(C=C2)NC(OCC2=CC=CC=C2)=O)OC